(((((R)-1-phenylethoxy)carbonyl)amino)methyl)thiophene C1(=CC=CC=C1)[C@@H](C)OC(=O)NCC=1SC=CC1